(S)-quinuclidin-3-yl (6-fluoro-5-(4-isopropoxy-3,5-dimethylphenyl)-2,2-dimethyl-2,3-dihydro-1H-inden-1-yl)carbamate FC1=C(C=C2CC(C(C2=C1)NC(O[C@@H]1CN2CCC1CC2)=O)(C)C)C2=CC(=C(C(=C2)C)OC(C)C)C